[2-Chloro-6-[[1-(trifluoromethyl)cyclopropyl]methoxy]-3-pyridyl]-[4-(5-methyloxazolo[4,5-b]pyridin-2-yl)piperazin-1-yl]methanon ClC1=NC(=CC=C1C(=O)N1CCN(CC1)C=1OC=2C(=NC(=CC2)C)N1)OCC1(CC1)C(F)(F)F